FC(C(=O)O)(F)F.NC=1SC(=CN1)CC[C@@H]1[C@H](N(C1=O)C(NC(C1=CC=CC=C1)C1=CC=CC=C1)=O)C(=O)O (2S,3R)-3-[2-(2-amino-1,3-thiazol-5-yl)ethyl]-1-[(diphenylmethyl)carbamoyl]-4-oxoazetidine-2-carboxylic acid trifluoroacetate salt